N1C=NC(=C1)C1=CN=C2C(N(C(=NN21)C=2C=NN(C2)C)C(C)C)=O 7-(1H-Imidazol-4-yl)-3-isopropyl-2-(1-methyl-1H-pyrazol-4-yl)imidazo[2,1-f][1,2,4]triazin-4(3H)-one